BrC=1C=C(C#N)C=CC1Br 3,4-dibromobenzonitrile